BrC1=CC=CC=2C=3N(C(=NC12)N[C@@H](C(=O)N)CC)N=C(N3)C3=C(C=C(C=C3)Cl)OC(F)(F)F (2R)-2-({7-bromo-2-[4-chloro-2-(trifluoromethoxy)phenyl][1,2,4]triazolo[1,5-c]quinazolin-5-yl}amino)butanamide